CNN([C@@H](CCCCN)C(=O)O)NC N,N-dimethylaminolysine